(2S,3R)-2,3-diacetoxy-4-((2-(((benzyloxy)carbonyl)amino)ethyl)amino)-4-oxobutanoic acid C(C)(=O)O[C@H](C(=O)O)[C@H](C(=O)NCCNC(=O)OCC1=CC=CC=C1)OC(C)=O